C(C)OC(=O)C=1C(=NN(C1)C1OCCCC1)CCl 3-(chloromethyl)-1-(tetrahydro-2H-pyran-2-yl)-1H-pyrazole-4-carboxylic acid ethyl ester